5-[[4-(N,S-dimethylsulfonimidoyl)-6,7-difluoro-1H-indol-5-yl]oxy]-2-fluoro-N'-hydroxy-benzamidine CN=S(=O)(C)C1=C2C=CNC2=C(C(=C1OC=1C=CC(=C(C(=NO)N)C1)F)F)F